N1(CCNCC1)C1=CC=C(NC2=NC=C3C(=N2)N=NC3=O)C=C1 6-(4-piperazin-1-ylanilino)pyrazolo[3,4-d]pyrimidin-3-one